NC1=CC=C(C=N1)N1C[C@H](CCC1)N(CC1=CC(=NC=C1)OC)CC1=CN2C3=C(C(=C(C=C3C1=O)F)O)OCC2C 6-((((S)-1-(6-aminopyridin-3-yl)piperidin-3-yl)((2-methoxypyridin-4-yl)methyl)amino)methyl)-9-fluoro-10-hydroxy-3-methyl-2H-[1,4]oxazino[2,3,4-ij]quinolin-7(3H)-one